ClC1=CC(=C(C=C1)C1=C(N(N=N1)C)CN1N=CC(=CC1=O)C=1C=NC(=CC1)OCC)F 2-((5-(4-chloro-2-fluoro-phenyl)-3-methyl-triazol-4-yl)methyl)-5-(6-ethoxy-3-pyridyl)pyridazin-3-one